C(CCCCCCCC=CCCCCCC)(=O)OC 9-Hexadecenoic acid, methyl ester